C(OC1=C(C(N(C12CCN(CC2)OC)C)=O)C2=C(C=C(C=C2C)Cl)C)(OCC)=O [3-(4-chloro-2,6-dimethyl-phenyl)-8-methoxy-1-methyl-2-oxo-1,8-diazaspiro[4.5]dec-3-en-4-yl] ethyl carbonate